4-(5-(4,4-difluoropiperidine-1-carbonyl)-1H-benzo[d][1,2,3]triazol-1-yl)benzoic acid FC1(CCN(CC1)C(=O)C1=CC2=C(N(N=N2)C2=CC=C(C(=O)O)C=C2)C=C1)F